5-isobutyl-3-(4-((2-(3-methyloxetane-3-yl)-1H-imidazole-1-yl)methyl)phenyl)thiophene-2-sulfonamide C(C(C)C)C1=CC(=C(S1)S(=O)(=O)N)C1=CC=C(C=C1)CN1C(=NC=C1)C1(COC1)C